C(C)(C)(C)C1=C(C=CC(=C1)S(NC=1C=CC(=C2C(=CNC12)C#N)C)(=O)=O)S(=O)(=O)F tert-butyl-4-(N-(3-cyano-4-methyl-1H-indol-7-yl)sulfamoyl)benzenesulfonyl fluoride